O=C1N(C2C=C(CN1C2)N2N=C(C(=C2[2H])[2H])[2H])OS(=O)(=O)[O-] [7-oxo-3-(3,4,5-trideuteriopyrazol-1-yl)-1,6-diazabicyclo[3.2.1]oct-3-en-6-yl]-sulfat